FC(C=1C=CC=C2C(=CC=NC12)N[C@H]1CN(CC1)C(=O)OC(C)(C)C)(F)F tert-butyl (R)-3-((8-(trifluoromethyl)quinolin-4-yl)amino)pyrrolidine-1-carboxylate